C(C)(C)(C)OC(=O)N1C(CC1)(C=1N=NC=CC1)C1=C(C=C(C=C1)C=1C=C(C=2N(C1)C=C(N2)C)C(F)(F)F)OCOC [2-(methoxymethoxy)-4-[2-methyl-8-(trifluoromethyl)imidazo[1,2-a]pyridin-6-yl]phenyl]pyridazin-3-ylazetidine-1-carboxylic acid tert-butyl ester